C(O)(O)=O.OC1C(=O)NC(C1)=O Hydroxysuccinimide Carbonate